methyl 12-hydroxystearate maleate C(\C=C/C(=O)O)(=O)O.OC(CCCCCCCCCCC(=O)OC)CCCCCC